FC1=CC=C(C=C1)C1=NOC(=N1)C(=O)OCC ethyl 3-(4-fluorophenyl)-1,2,4-oxadiazole-5-carboxylate